5-[8-[[9-ethyl-7-(4-methyl-2-thienyl)carbazol-3-yl]methylamino]octyl]-N-[6-(2-thienylsulfonylamino)-1,3-benzothiazol-2-yl]-4,6,7,8-tetrahydropyrazolo[1,5-a][1,4]diazepine-2-carboxamide C(C)N1C2=CC(=CC=C2C=2C=C(C=CC12)CNCCCCCCCCN1CC=2N(CCC1)N=C(C2)C(=O)NC=2SC1=C(N2)C=CC(=C1)NS(=O)(=O)C=1SC=CC1)C=1SC=C(C1)C